N-(2-aminoethyl)maleimide trifluoroacetic acid salt FC(C(=O)O)(F)F.NCCN1C(C=CC1=O)=O